tricyclo[5.2.1.02,6]decanedimethanol dimethacrylate C(C(=C)C)(=O)OCC12C3(CCCC3C(CC1)C2)COC(C(=C)C)=O